3-cyclohexenecarbaldehyde C1(CC=CCC1)C=O